FC(C(=O)O)(F)F.FC(C(=O)O)(F)F.C(C)OC1=NC=CC=C1C1=NC=C(C=N1)C1(CCNCC1)C(=O)N[C@@H]1CN(CC1)C 4-[2-(2-ethoxypyridin-3-yl)pyrimidin-5-yl]-N-[(3S)-1-methylpyrrolidin-3-yl]Piperidine-4-carboxamide bistrifluoroacetate